C(CCC)[C@@H]1N=C(C2=CC=C(C=C2C1)OC)C1=CC=C(C=C1)CNC12CC3CC(CC(C1)C3)C2 N-({4-[(3S)-3-butyl-6-methoxy-3,4-dihydroisoquinolin-1-yl]phenyl}methyl)adamantan-1-amine